CCCC1=CC=C(C=CCCC(C)C2=C(C(=O)O)C=CC(=C2)CC)C=C1 [4-(3-propyl)benzylidene-2-pentyl]4-ethylbenzoic acid